3-fluoro-5-iodo-4-methylbenzoic acid FC=1C=C(C(=O)O)C=C(C1C)I